FC=1C=CC(=C(C1)CC(=O)NC1=CC(=C2C=CN=C(C2=C1)OC)S(N)(=O)=O)OC 2-(5-fluoro-2-methoxyphenyl)-N-(1-methoxy-5-sulfamoylisoquinolin-7-yl)acetamide